C(#N)CCN1N=NC(=C1)C1=CC(=C(C(=O)N([C@H]2CNCCC2)C2=NC=CC3=C2C(=CS3)C)C=C1)F 4-[1-(2-cyanoethyl)triazol-4-yl]-2-fluoro-N-(3-methylthieno[3,2-c]pyridin-4-yl)-N-[(3R)-3-piperidyl]benzamide